CN1C(CC(C2=CC(=CC=C12)B1OC(C(O1)(C)C)(C)C)(C)C)=O 1,4,4-trimethyl-6-(4,4,5,5-tetramethyl-[1,3,2]dioxaborolan-2-yl)-3,4-dihydro-1H-quinolin-2-one